syn-p-methylsulfonylphenyl-serine ethyl-2-[4-[tert-butoxycarbonyl-[3-(tert-butoxycarbonylamino)propyl]amino]cyclohexyl]acetate C(C)C(C(=O)OC[C@H](NC1=CC=C(C=C1)S(=O)(=O)C)C(=O)O)C1CCC(CC1)N(CCCNC(=O)OC(C)(C)C)C(=O)OC(C)(C)C